(E)-6-(4-methoxyphenyl)-N'-(2-propoxybenzylidene)pyrazine-2-carbohydrazide COC1=CC=C(C=C1)C1=CN=CC(=N1)C(=O)N/N=C/C1=C(C=CC=C1)OCCC